ClC=1C(=CC(=C(C=O)C1)OCC)OCC 5-chloro-2,4-diethoxybenzaldehyde